2-tert-butyldimethylsiloxycarbonyl-5-triethoxysilylnorbornane O([Si](C)(C)C(C)(C)C)C(=O)C1C2CC(C(C1)C2)[Si](OCC)(OCC)OCC